FC=1C(=C(C=CC1)C)SCCC(=O)O 3-(3-Fluorotolylthio)propionic acid